OC(C[N+](C)(C)C)C.C(C)(=O)[O-].[K] potassium acetate, (2-hydroxypropyl)trimethyl-ammonium salt